N-benzylsulfonyl-4-[4-[5-[2-(4-hydroxyphenyl)ethynyl]pyridine-3-carbonyl]piperazine-1-yl]Benzamide C(C1=CC=CC=C1)S(=O)(=O)NC(C1=CC=C(C=C1)N1CCN(CC1)C(=O)C=1C=NC=C(C1)C#CC1=CC=C(C=C1)O)=O